2-(2-chlorophenyl)-N-[3-sulfamoyl-4-(Tetrahydrofuran-2-ylmethoxy)phenyl]acetamide ClC1=C(C=CC=C1)CC(=O)NC1=CC(=C(C=C1)OCC1OCCC1)S(N)(=O)=O